(R)-N-(2-(3-hydroxy-3-methylpyrrolidin-1-yl)-5-methylphenyl)-5-(tetrahydro-2H-pyran-4-yl)furan-2-carboxamide O[C@]1(CN(CC1)C1=C(C=C(C=C1)C)NC(=O)C=1OC(=CC1)C1CCOCC1)C